4-(5-butylpicolinamido)-2-hydroxybenzoic acid C(CCC)C=1C=CC(=NC1)C(=O)NC1=CC(=C(C(=O)O)C=C1)O